C(C)(C)(C)OC(CN1C(C=C(C(=C1)OC)C1=C(C=CC(=C1)Cl)C1=CN=CO1)=O)=O.[Si](C)(C)(C(C)(C)C)OC1=CC=C(C=C1)[N+](=O)[O-] 4-(t-butyldimethylsilyloxy)nitrobenzene tert-butyl-{4-[5-chloro-2-(1,3-oxazol-5-yl)phenyl]-5-methoxy-2-oxopyridin-1(2H)-yl}acetate